ClC=1C=NC=CC1C1CN(CCN1)C(=O)OC(C)(C)C tert-butyl 3-(3-chloropyridin-4-yl)piperazine-1-carboxylate